C(C)N1C(N(C=C1)C)C(=O)O 1-ethyl-3-methylimidazole-2-carboxylic acid